Methyl 2-acetamido-4-bromo-5-fluorobenzoate C(C)(=O)NC1=C(C(=O)OC)C=C(C(=C1)Br)F